C(C)OC(C1=CN=C(C(=C1N)C1=C(C(=CC=C1C)OC)C)OC1=C(C(=CC=C1)C)C)=O 4-amino-6-(2,3-dimethylphenoxy)-5-(3-methoxy-2,6-dimethylphenyl)nicotinic acid ethyl ester